FC1=CC(=C(C=C1F)NC(=O)NCC=1C=C2CN(C(C2=CC1)=O)C1C(NC(CC1)=O)=O)OC 1-(4,5-difluoro-2-methoxyphenyl)-3-((2-(2,6-dioxopiperidin-3-yl)-1-oxoisoindolin-5-yl)methyl)urea